2-((1s,3s)-3-(hexadecylcarbamoyl)cyclobutyl)acetic acid C(CCCCCCCCCCCCCCC)NC(=O)C1CC(C1)CC(=O)O